FC(C=1C=CC(=NC1)C=O)(F)F 5-(trifluoromethyl)pyridine-2-carboxaldehyde